N[C@H]1CN(C[C@H](C1)O)C(=O)C1=CC=C2N=CC(=NC2=C1)C=1C=C2C=CN(C(C2=CC1)=O)C 6-(7-(((3R,5S)-3-amino-5-hydroxy-1-piperidinyl)carbonyl)-2-quinoxalinyl)-2-methyl-1(2H)-isoquinolinone